6-(1-(1-isopropylpiperidin-4-yl)-1,2,3,6-tetrahydropyridin-4-yl)-1-methyl-2-(4-(methylsulfonyl)phenyl)-4-(trifluoromethyl)-1H-imidazo[4,5-c]pyridine C(C)(C)N1CCC(CC1)N1CCC(=CC1)C1=CC2=C(C(=N1)C(F)(F)F)N=C(N2C)C2=CC=C(C=C2)S(=O)(=O)C